4-[[4-[8-chloro-7-[2-methyl-3-(2-trimethylsilylethoxymethyl)benzimidazol-5-yl]oxy-quinoxalin-2-yl]pyrazol-1-yl]methyl]-N,N-dimethyl-cyclohexanamine ClC=1C(=CC=C2N=CC(=NC12)C=1C=NN(C1)CC1CCC(CC1)N(C)C)OC1=CC2=C(N=C(N2COCC[Si](C)(C)C)C)C=C1